9-(4-(3-(1-acetylpiperidin-4-yl)-1H-pyrazol-1-yl)benzyl)-2-(2-isopropylpyridin-3-yl)-7,9-dihydro-8H-purin-8-one C(C)(=O)N1CCC(CC1)C1=NN(C=C1)C1=CC=C(CN2C3=NC(=NC=C3NC2=O)C=2C(=NC=CC2)C(C)C)C=C1